(2R)-2-{[7-bromo-2-(1-methyl-1H-pyrazol-4-yl)[1,2,4]triazolo[1,5-c]quinazolin-5-yl]amino}-3-methyl-1-(4-methylpiperazin-1-yl)butan-1-one BrC1=CC=CC=2C=3N(C(=NC12)N[C@@H](C(=O)N1CCN(CC1)C)C(C)C)N=C(N3)C=3C=NN(C3)C